CN1N=CC(=C1)C=1C=NN2C1C=C(C=C2)C2=CNC=1N=C(N=CC12)NCC1(CC1)C 5-(3-(1-methyl-1H-pyrazol-4-yl)pyrazolo[1,5-a]pyridin-5-yl)-N-((1-methylcyclopropyl)methyl)-7H-pyrrolo[2,3-d]pyrimidin-2-amine